(S)-2-((2-((1-(Carboxymethyl)-1H-pyrazol-4-yl)methoxy)-5-chloro-4-((3-(2,3-dihydrobenzo[b][1,4]dioxin-6-yl)-2-methylbenzyl)oxy)benzyl)amino)-3-hydroxy-2-methylpropanoic acid C(=O)(O)CN1N=CC(=C1)COC1=C(CN[C@](C(=O)O)(CO)C)C=C(C(=C1)OCC1=C(C(=CC=C1)C1=CC2=C(OCCO2)C=C1)C)Cl